[C@H]1([C@H](C(=O)O[C@@H]1[C@@H](C(=O)[O-])O)O)O The molecule is a carbohydrate acid anion resulting from the removal of a proton from the carboxylic acid group of D-glucaro-1,4-lactone; major species at pH 7.3. It is a conjugate base of a D-glucaro-1,4-lactone.